CC1=C(N=C(O1)C1=CC=C(C=C1)C)CCOC=1C=C2CCCC2=CC1 5-(2-(5-methyl-2-p-tolyloxazol-4-yl)ethoxy)-2,3-dihydro-1H-inden